[3-11C]alanine N[C@@H]([11CH3])C(=O)O